ClC=1C(=C2C=NNC2=C(C1F)NC(C)C)C=1N=CC=2N(C1)C=C(N2)NC(=O)N2CCNCC2 N-(6-(5-chloro-6-fluoro-7-(isopropylamino)-1H-indazol-4-yl)imidazo[1,2-a]pyrazin-2-yl)piperazine-1-carboxamide